C(#CC)C1CNC(N1C=1SC=2C(=C3C=CC=NC3=CC2)N1)=O 5-(prop-1-yn-1-yl)-1-(thiazolo[4,5-f]quinolin-2-yl)imidazolidin-2-one